C(C)OC(C1=C(C(=CC(=C1)NC(=O)C1(CC1)C1=C(C=C(C=C1)C(F)(F)F)F)C)C=1C=NC(=CC1)C(F)(F)F)=O.OCN1C(NC(C=C1)=O)=O hydroxymethyl-2,4(1H,3H)-pyrimidinedione Ethyl-5-[({1-[2-fluoro-4-(trifluoromethyl)phenyl]cyclopropyl}carbonyl)amino]-3-methyl-2-[6-(trifluoromethyl)pyridin-3-yl]benzoate